C(#N)CC(C)NC(=O)NC=1N=CC2=CC(=C(C=C2C1)C1=C(C2=C(OCCN2C(=O)OC(C)(C)C)N=C1)C)F tert-butyl 7-[3-[(2-cyano-1-methylethyl)carbamoylamino]-7-fluoro-6-isoquinolyl]-8-methyl-2,3-dihydropyrido[2,3-b][1,4]oxazine-1-carboxylate